P(=O)(OC)(OC1=C(C=CC=C1)Cl)OC[C@H](CCCCCCCCCCCCCC)OCC1=CC(=CC(=C1)F)C#N methyl (2-chlorophenyl) ((S)-2-((3-cyano-5-fluorobenzyl) oxy) hexadecyl) phosphate